methyl (Z)-3-(2-(benzyloxy)-3-methoxyphenyl)-2-((tert-butoxycarbonyl)amino)acrylate C(C1=CC=CC=C1)OC1=C(C=CC=C1OC)\C=C(\C(=O)OC)/NC(=O)OC(C)(C)C